sulfonyl-pyrrole-2-carboxylic acid S(=O)(=O)=C1C(=NC=C1)C(=O)O